C(CCCC)(=O)OCC(O)CO glycerol mono-valerate